4-(3,4-Dihydroisoquinolin-2(1H)-yl)azepane-1-carboxylic acid tert-butyl ester C(C)(C)(C)OC(=O)N1CCC(CCC1)N1CC2=CC=CC=C2CC1